4-[[3-cyclopropyl-6-(2-methyl-4-pyridyl)benzimidazol-5-yl]amino]-2-(2,6-dioxo-3-piperidyl)isoindoline-1,3-dione C1(CC1)N1C=NC2=C1C=C(C(=C2)C2=CC(=NC=C2)C)NC2=C1C(N(C(C1=CC=C2)=O)C2C(NC(CC2)=O)=O)=O